C(#N)C=1N=C(NC1)C=1N=CN2C1C=CC(=C2)C=2C(=C(C=CC2F)NS(=O)(=O)C=2C(=NC=C(C2)F)C)F N-[3-[1-(4-cyano-1H-imidazol-2-yl)imidazo[1,5-a]pyridin-6-yl]-2,4-difluorophenyl]-5-fluoro-2-methylpyridine-3-sulfonamide